P(=O)(OCC)(OC1=CC=C(C=C1)[N+](=O)[O-])[O-] ethyl (4-nitrophenyl) phosphate